C(C)N(CC)CC.N1C=NC=2NC=NC2C1=O 1,9-dihydro-6H-purin-6-one triethylamine salt